CN1N=C(C=C1C)C1=CC=C(C=C1)C1=CC=NC=C1 1,5-dimethyl-3-(4-(pyridin-4-yl)phenyl)-pyrazole